phenylserinol C1(=CC=CC=C1)NC(CO)CO